2-(4-((1R,5S)-3,8-diazabicyclo[3.2.1]octan-3-yl)-2-(((S)-1-methylpyrrolidin-2-yl)methoxy)-5,8-dihydropyrido[3,4-d]pyrimidin-7(6H)-yl)-3-fluorophenol [C@H]12CN(C[C@H](CC1)N2)C=2C1=C(N=C(N2)OC[C@H]2N(CCC2)C)CN(CC1)C1=C(C=CC=C1F)O